bis(4-dimethoxyethylsilylbutyl)N-methylamine COC(C[SiH2]CCCCN(C)CCCC[SiH2]CC(OC)OC)OC